ClC1=NC=C(C(=N1)NC=1C=C2C=C(C(N(C2=NC1)CCO)=O)OCC(=O)NC)Cl 2-((6-((2,5-dichloropyrimidin-4-yl)amino)-1-(2-hydroxyethyl)-2-oxo-1,2-dihydro-1,8-naphthyridin-3-yl)oxy)-N-methylacetamide